CC1=C(C=C(C(=O)NC=2N=C3N(C(CCC3)C)C2)C=C1)C#CC=1C=NC=CC1 4-methyl-N-(5-methyl-5,6,7,8-tetrahydroimidazo[1,2-a]pyridin-2-yl)-3-[2-(3-pyridinyl)ethynyl]benzamide